O=C1C2=C(N=NN1CC(=O)O)C=CC(=C2)C(F)(F)F 2-(4-oxo-6-(trifluoromethyl)benzo[d][1,2,3]triazin-3(4H)-yl)acetic acid